titanium-antimony-nickel [Ni].[Sb].[Ti]